N1=NC=C(C=C1)C=1SC=C(N1)C(=O)N 2-(pyridazin-4-yl)-1,3-thiazole-4-carboxamide